(4aS,8aR)-4a-methylhexahydro-1H-spiro[naphthalene-2,2'-[1,3]dioxolane]-5(3H)-one C[C@@]12CCC3(OCCO3)C[C@H]2CCCC1=O